NCC1=CC(=NC=C1)C=1C=C(C(=O)NNS(=O)(=O)C2=C(C=CC=C2OC)OC)C=C(C1)C N'-(3-(4-(aminomethyl)pyridin-2-yl)-5-methylbenzoyl)-2,6-dimethoxybenzenesulfonohydrazide